N-[6-(3-chlorophenyl)quinolin-4-yl]prop-2-enamide ClC=1C=C(C=CC1)C=1C=C2C(=CC=NC2=CC1)NC(C=C)=O